NC=1C(=NC(=NC1C1=C(C(=CC=C1C)O)C)C=1C(=NC=C(C1)F)NCC(F)F)C(=O)N 5-amino-2-[2-(2,2-difluoroethylamino)-5-fluoro-3-pyridyl]-6-(3-hydroxy-2,6-dimethyl-phenyl)pyrimidine-4-carboxamide